(3R,4R)-4-fluoro-1-(5-fluoro-1-((5-fluoropyridin-2-yl)methyl)-1H-benzimidazol-2-yl)piperidin-3-amine F[C@H]1[C@@H](CN(CC1)C1=NC2=C(N1CC1=NC=C(C=C1)F)C=CC(=C2)F)N